N-(4-cyano-3-cyclopropylphenyl)-1-(4-((1-(2-(2,6-dioxopiperidin-3-yl)-1,3-dioxoisoindoline-5-yl)azetidin-3-yl)ethynyl)-1H-pyrazol-1-yl)cyclobutane-1-carboxamide C(#N)C1=C(C=C(C=C1)NC(=O)C1(CCC1)N1N=CC(=C1)C#CC1CN(C1)C=1C=C2C(N(C(C2=CC1)=O)C1C(NC(CC1)=O)=O)=O)C1CC1